C(C)(C)N(C(=O)C1=C(OC2=C(N=CN=N2)N2C[C@@H](CC2)CN2CCC3(CC2)CCC(CC3)NC(=O)C=3SC=CN3)C=CC(=C1)F)C(C)C (S)-N-(3-((1-(6-(2-(diisopropylcarbamoyl)-4-fluorophenoxy)-1,2,4-triazine-5-yl)pyrrolidin-3-yl)methyl)-3-azaspiro[5.5]undecane-9-yl)thiazole-2-carboxamide